5-isopropoxy-2-(5-(5-methoxy-3-(trifluoromethyl)pyridin-2-ylamino)-1,2,4-thiadiazol-3-yl)-N,N-dimethylisonicotinamide C(C)(C)OC1=CN=C(C=C1C(=O)N(C)C)C1=NSC(=N1)NC1=NC=C(C=C1C(F)(F)F)OC